ClC1=C(C=CC=C1)N1N=CC(=C1)C=O 1-(2-chlorophenyl)-1H-pyrazole-4-carbaldehyde